tetradecylnaphthalenesulfonic acid C(CCCCCCCCCCCCC)C1=C(C2=CC=CC=C2C=C1)S(=O)(=O)O